C(C)(C)(C)OC(=O)N1C[C@@H]2N(CC1)C(N(C2)C21CC(C2)(C1)N)=O (R)-2-(3-Aminobicyclo[1.1.1]pentan-1-yl)-3-oxohexahydroimidazo[1,5-a]pyrazine-7(1H)-carboxylic acid tert-Butyl ester